(S)-4-(9-(3-Aminopyrrolidin-1-yl)-5,6,7,8-tetrahydroacridin-2-yl)-N-(4-(morpholinesulfonyl)phenyl)pyridin-2-amine N[C@@H]1CN(CC1)C=1C=2CCCCC2N=C2C=CC(=CC12)C1=CC(=NC=C1)NC1=CC=C(C=C1)S(=O)(=O)N1CCOCC1